C(C)(=O)C=1C=NC2=CC=CC=C2C1C(=O)O 3-ACETYL-QUINOLINE-4-CARBOXYLIC ACID